CC(C)C1=CC(=CC(=C1)C(C)C)C(C)C 1,3,5-tris(prop-2-yl)benzene